C(C=CCCCCCCC=CC(=O)N)(=O)N hexamethylenebis(acrylamide)